phenyl-piperidine-1-carboxylate C1(=CC=CC=C1)OC(=O)N1CCCCC1